FC1=CC=C(C=C1)N1N=CC2=C1C=C1CCN(C[C@]1(C2)C(=O)C=2C=NN(C2)C)C(=O)OC(C)(C)C (R)-tert-butyl 1-(4-fluorophenyl)-4a-(1-methyl-1H-pyrazole-4-carbonyl)-4a,5,7,8-tetrahydro-1H-pyrazolo[3,4-g]isoquinoline-6(4H)-carboxylate